C(C)(C)(C)C1CCN(CC1)C1=C(O[C@@H]2CN(CC2)C(=O)OC(C)(C)C)C=CC(=C1)C(=O)OC tert-butyl (S)-3-(2-(4-(tert-butyl)piperidin-1-yl)-4-(methoxycarbonyl)phenoxy)pyrrolidine-1-carboxylate